[6-[2-mesyl-4-(trifluoromethyl)benzyl]-2-azaspiro[3.3]heptan-2-yl]-[6-(1H-1,2,4-triazol-5-yl)-2-azaspiro[3.3]heptan-2-yl]methanone S(=O)(=O)(C)C1=C(CC2CC3(CN(C3)C(=O)N3CC4(C3)CC(C4)C4=NC=NN4)C2)C=CC(=C1)C(F)(F)F